3-((5-ethynylpyridin-2-yl)oxy)azetidine-1-carboxylic acid tert-butyl ester C(C)(C)(C)OC(=O)N1CC(C1)OC1=NC=C(C=C1)C#C